3-amino-2-methyl-1-propanol NCC(CO)C